dimethyl 5-sodiosulfoisophthalate (dimethyl-5-sodiosulfoisophthalate) CC1=C(C(=C(C(=C1C(=O)O)S(=O)(=O)O)C(=O)O)C)[Na].[Na]C=1C=C(C(=C(C(=O)OC)C1)S(=O)(=O)O)C(=O)OC